2-methacryloylthiomethylthio-5-isopropylthio-1,3,4-thiadiazole C(C(=C)C)(=O)SCSC=1SC(=NN1)SC(C)C